O1COC2=NC(=CC=C21)C=CC=2N=C(SC2)NC(OC(C)(C)C)=O tert-butyl (4-(2-([1,3]dioxolo[4,5-b]pyridin-5-yl)vinyl)thiazol-2-yl)carbamate